3-(4-hexyloxy-1,2,5-thiadiazol-3-yl)-1-methyl-5,6-dihydro-2H-pyridine C(CCCCC)OC=1C(=NSN1)C=1CN(CCC1)C